[O-2].[U+4].[O-2] uranium(IV) oxide